C1(CC1)C([C@@H](C(=O)NC1=C(C=C(C(=C1)N(C)C)C(C(NCC(F)(F)F)=O)C)F)NC(=O)C1=CC=NN1C(C)C)C1CC1 N-((2S)-1,1-dicyclopropyl-3-((5-(dimethylamino)-2-fluoro-4-(1-oxo-1-((2,2,2-trifluoroethyl)amino)propan-2-yl)phenyl)amino)-3-oxopropan-2-yl)-1-isopropyl-1H-pyrazole-5-carboxamide